C(=O)(OCC1C2=CC=CC=C2C2=CC=CC=C12)C(C(=O)O)CCCCCC Fmoc-octanoic acid